2,3-Pentylenoxid CC1C(CC)O1